C1(=CCCCC1)CC=1C=CC(=NC1)NC(OCCCC)=O butyl 5-(cyclohexenylmethyl)pyridin-2-ylcarbamate